(R)-(3-Aminopiperidin-1-yl)(2-(6-ethoxy-1-ethyl-1H-indol-2-yl)-1-methyl-1H-benzo[d]imidazol-5-yl)methanon N[C@H]1CN(CCC1)C(=O)C1=CC2=C(N(C(=N2)C=2N(C3=CC(=CC=C3C2)OCC)CC)C)C=C1